[Rh].[Pd].[Mo] molybdenum palladium rhodium